zinc 6-tridecenate C(CCCCC=CCCCCCC)(=O)[O-].[Zn+2].C(CCCCC=CCCCCCC)(=O)[O-]